FC1(CN(CCC1)C=1OC2=C(N1)C=C(C=C2)NC(=O)C=2C=CC1=C(CCO1)C2)F 2,3-dihydro-benzofuran-5-carboxylic acid [2-(3,3-difluoro-piperidin-1-yl)-benzooxazol-5-yl]-amide